C(\C=C/CCCCC(=O)O)C(=O)O cis-2-heptene-1,7-dicarboxylic acid